ClC1=CC(=NC=C1)CCl 4-chloro-2-(chloromethyl)pyridine